CC1=C(C=NC=2OCCN(C21)C(=O)OC(C)(C)C)N2CC1=CC(=NC=C1CC2)NC2=CC(=C(C=C2)C(NCCN2CCOCC2)=O)C tert-butyl 8-methyl-7-{7-[(3-methyl-4-{[2-(morpholin-4-yl)ethyl]carbamoyl}phenyl)amino]-1,2,3,4-tetrahydro-2,6-naphthyridin-2-yl}-1H,2H,3H-pyrido[2,3-b][1,4]oxazine-1-carboxylate